4-(2-(difluoromethyl)-1H-benzo[d]imidazol-1-yl)-N-(2-methyl-2-phenylpropyl)-6-morpholino-1,3,5-triazin-2-amine FC(C1=NC2=C(N1C1=NC(=NC(=N1)N1CCOCC1)NCC(C)(C1=CC=CC=C1)C)C=CC=C2)F